trimethylhexadecyl-ammonium cystine salt C([C@@H](C(=O)[O-])N)SSC[C@@H](C(=O)[O-])N.C[N+](CCCCCCCCCCCCCCCC)(C)C.C[N+](C)(C)CCCCCCCCCCCCCCCC